N(=[N+]=[N-])C[C@@H](COC1=C(C=CC=C1)[N+](=O)[O-])O (S)-1-azido-3-(2-nitrophenoxy)-2-propanol